N(=[N+]=[N-])\C(\C(=O)OCC)=C/C1=C(C(=C(C=C1)F)Cl)Cl ethyl (Z)-2-azido-3-(2,3-dichloro-4-fluorophenyl)acrylate